C(C)(C)(C)OC(C[C@@H]1OC(O[C@@H](C1)CS(=O)(=O)C1=CN=NN1C1=CC=CC=C1)(C)C)=O 2-[(4R,6S)-2,2-dimethyl-6-[(1-phenyl-1H-triazole-5-ylsulfonyl)methyl]-1,3-dioxane-4-yl]acetic acid tert-butyl ester